CCCC/C=C\CC/C=C\CCCCCC=O 7Z,11Z-Hexadecadienal